5-[4-amino-5-(trifluoromethyl)pyrrolo[2,1-f][1,2,4]triazin-7-yl]-2-chloro-N-[(3R,4S)-1-(3,5-difluoropyridine-2-carbonyl)-4-fluoropyrrolidin-3-yl]benzamide NC1=NC=NN2C1=C(C=C2C=2C=CC(=C(C(=O)N[C@@H]1CN(C[C@@H]1F)C(=O)C1=NC=C(C=C1F)F)C2)Cl)C(F)(F)F